(3R)-3-amino-5-[(4-chlorophenyl)methyl]-8-fluoro-7-[5-(6-fluoro-2-methyl-3-pyridyl)-1,3,4-oxadiazol-2-yl]-1,1-dioxo-2,3-dihydro-1λ6,5-benzothiazepin-4-one N[C@H]1CS(C2=C(N(C1=O)CC1=CC=C(C=C1)Cl)C=C(C(=C2)F)C=2OC(=NN2)C=2C(=NC(=CC2)F)C)(=O)=O